C(CCCCCCCCCCCCC=CCCCCCCCCCCC)(=O)O 14-Hexacosenoic acid